FCC1(CCN(CC1)C(=O)C=1C2=C(N(N1)CC(=O)N1CCN(CC1)C1=CC=CC3=C(C=CC=C13)F)CCC2)O 2-(3-(4-(Fluoromethyl)-4-hydroxypiperidin-1-carbonyl)-5,6-dihydrocyclopenta[c]pyrazol-1(4H)-yl)-1-(4-(5-fluoronaphthalin-1-yl)piperazin-1-yl)ethan-1-on